(R)-1-(4-amino-8-(3-hydroxy-2,6-dimethylphenyl)pyrido[3,4-d]pyrimidin-6-yl)piperidin-4-ol zirconium [Zr].NC=1C2=C(N=CN1)C(=NC(=C2)N2CCC(CC2)O)C2=C(C(=CC=C2C)O)C